lauryl-sulfuric acid ethanolamine salt C(O)CN.C(CCCCCCCCCCC)OS(O)(=O)=O